FC1=C2C=CNC2=C(C(=C1Cl)Br)Br 4-fluoro-5-chloro-6-bromo-7-bromoindole